NCC1=NNC(C2=CC=C(C=C12)C1=CN=C(N1C1=C(C2=C(S1)C=CC=C2)C#N)C)=O 2-(5-(4-(aminomethyl)-1-oxo-1,2-dihydrophthalazin-6-yl)-2-methyl-1H-imidazol-1-yl)benzo[b]thiophene-3-carbonitrile